6-ethyl-5-(4-(5-hydroxy-6-methylpyrimidine-4-carbonyl)piperazin-1-yl)-2-(4-(methylsulfonyl)phenyl-4-oxo-2,4-dihydro-7H-pyrazolo[3,4-b]pyridin-7-yl)acetamide C(C)C1=C(C(C=2C(N1CC(=O)N)=NN(C2)C2=CC=C(C=C2)S(=O)(=O)C)=O)N2CCN(CC2)C(=O)C2=NC=NC(=C2O)C